C(C)(C)(C)C=1C=C(N(N1)C1=CC(=CC=C1)F)NC(=O)NC1=C(C=C(C=C1)OC1=CC=NC=2NC(CCC12)=O)SC 1-[5-tert-butyl-2-(3-fluorophenyl)pyrazol-3-yl]-3-[2-methylsulfanyl-4-[(7-oxo-6,8-dihydro-5H-1,8-naphthyridin-4-yl)oxy]phenyl]urea